alpha-amino-3-ethyl-4-hydroxy-4-aminophenol NC(C)C1C=C(C=CC1(N)O)O